tert-butyl (S)-2-benzyl-7-(4-fluorobenzyl)-2,3-dihydro-1H-pyrido[2,3-b][1,4]oxazine-1-carboxylate C(C1=CC=CC=C1)[C@@H]1N(C2=C(OC1)N=CC(=C2)CC2=CC=C(C=C2)F)C(=O)OC(C)(C)C